The molecule is an amino tetrasaccharide that is alpha-L-Fucp-(1->2)-beta-D-Galp-(1->3)-beta-D-GlcpNAc in which the hydroxy group at position 6 of the acetamidoglucosyl group has been glycosylated by a 2-acetamido-beta-D-galactopyranosyl group. It derives from an alpha-L-Fucp-(1->2)-beta-D-Galp-(1->3)-beta-D-GlcpNAc. C[C@H]1[C@H]([C@H]([C@@H]([C@@H](O1)O[C@@H]2[C@H]([C@H]([C@H](O[C@H]2O[C@@H]3[C@H]([C@@H](O[C@@H]([C@H]3O)CO[C@H]4[C@@H]([C@H]([C@H]([C@H](O4)CO)O)O)NC(=O)C)O)NC(=O)C)CO)O)O)O)O)O